C(C)(C)(C)C=1C(=C(C=C(C1)C)CCC(=O)O)O.C(C)(C)(C)C=1C(=C(C=C(C1)C)CCC(=O)O)O.C(COC=C)OC=C Ethylene bis(oxyethylene) bis[3-(5-t-butyl-4-hydroxy-m-tolyl) propionate]